4-(2-aminoethyl)-2-methyl-1,3-oxazole-5-carboxylic acid ethyl ester C(C)OC(=O)C1=C(N=C(O1)C)CCN